FC=1C(=C2C(=NC1)NC(=C2)C=2N=CN(C2)C)C2CCN(CC2)C(=O)C2=C(N)C=C(C=C2)OC(F)(F)F 2-{4-[5-fluoro-2-(1-methylimidazol-4-yl)-1H-pyrrolo[2,3-b]pyridin-4-yl]piperidine-1-carbonyl}-5-(trifluoromethoxy)aniline